COC=1C=C(C(=CC1)OC)C1=C(C=C(C=C1C(C)C)C(C)C)C(C)C 3,6-dimethoxy-2',4',6'-triisopropylbiphenyl